N-(3-(2-hydroxyethoxy)benzyl)-N,2,2-trimethylbutanamide OCCOC=1C=C(CN(C(C(CC)(C)C)=O)C)C=CC1